Decafluorohexanol FC(C(C(C(C(O)(F)F)(F)F)(F)F)(F)F)(C)F